4-(2-oxo-1,2-dihydrobenzo[cd]indol-1-ium-1-yl)butane-1-sulfonic acid sodium salt [Na+].O=C1[NH+](C2=CC=CC=3C2=C1C=CC3)CCCCS(=O)(=O)O